The molecule is a member of the class of 7-hydroxyisoflavones in which isoflavone is substituted by hydroxy groups at the 5, 7, and 3' positions, and by a methoxy group at the 4' position. It is a member of 7-hydroxyisoflavones and a member of 4'-methoxyisoflavones. It is a conjugate acid of a pratensein(1-). COC1=C(C=C(C=C1)C2=COC3=CC(=CC(=C3C2=O)O)O)O